C(C1C(C)O1)OC(=O)CC(CCC(=O)OCC1C(C)O1)C(=O)OCC1C(C)O1 tris-(2,3-epoxybutyl)-1,2,4-butanetricarboxylate